OC1=C(C(=CC(=C1C(=O)N1CC(CC1)=O)CCCCC)O)C1C(CCC(=C1)C)C(=C)C 1-(2,6-dihydroxy-5'-methyl-4-pentyl-2'-(prop-1-en-2-yl)-1',2',3',4'-tetrahydro-[1,1'-biphenyl]-3-carbonyl)pyrrolidin-3-one